2-{[(2S)-1,4-dioxan-2-yl]methyl}-N-{[(2S,5S)-5-methyloxolan-2-yl]methyl}-8-(trifluoromethyl)-4,5-dihydro-2H-furo[2,3-g]indazole-7-carboxamide O1[C@H](COCC1)CN1N=C2C3=C(CCC2=C1)OC(=C3C(F)(F)F)C(=O)NC[C@H]3O[C@H](CC3)C